FC=1C=CC(=C2C=CC=NC12)NC(C1=C(C=C(C=C1)N1CC2CN(CC2C1)C)S(=O)(=O)C)=O N-(8-fluoroquinolin-5-yl)-2-methanesulfonyl-4-{5-methyl-octahydropyrrolo[3,4-c]pyrrol-2-yl}benzamide